C(CCCC=C)[SiH2]C(OC)OC 5-hexen-1-yldimethoxymethylsilane